tetraglycidyl-1,5-diaminonaphthalene C(C1CO1)C=1C(=C2C(=C(C(=C(C2=CC1)N)CC1CO1)CC1CO1)CC1CO1)N